BrC1=CC=C(S1)C=1SC(=CC1)C1=NC(=C(C2=C1C(C=1C=CC=CC12)=C=O)C#N)N1CCCCC1 1-(5'-bromo-[2,2'-bithiophene]-5-yl)-9-carbonyl-3-(piperidin-1-yl)-9H-indeno[2,1-c]pyridine-4-nitrile